CNC(CCN(C)C)=O N-methyl-3-(dimethylamino)propionamide